FC1(CCN(CC1)CC1=CC(=C(C=C1)[C@H](C)NC=1N=CC2=C(N1)N(C(C=C2)=O)CC(C)(C)C)F)F 2-{[(1S)-1-{4-[(4,4-difluoropiperidin-1-yl)methyl]-2-fluorophenyl}ethyl]amino}-8-(2,2-dimethylpropyl)pyrido[2,3-d]pyrimidin-7(8H)-one